ClC1=CC=NC(=C1)C=1C(=NC(=NC1)OC)OC 4-chloro-6-(2,4-dimethoxypyrimidin-5-yl)pyridine